NC1CN(C1)C1=CC2=C(C=N1)C1(CN(C1)C[C@H]1CN(C[C@H](O1)C)C1=C3C=CC(=NC3=C(C=C1)C#N)[2H])OC2 5-[(2S,6R)-2-[[6-(3-aminoazetidin-1-yl)spiro[1H-furo[3,4-c]pyridine-3,3'-azetidine]-1'-yl]methyl]-6-methyl-morpholin-4-yl]-2-deuterio-quinoline-8-carbonitrile